2,3-Dimethyl-4-tert.-butoxy-phenol CC1=C(C=CC(=C1C)OC(C)(C)C)O